4-(4-(6-(((1R,3s,5S)-9-azabicyclo[3.3.1]nonan-3-yl)(methyl)amino)pyridazin-3-yl)-3-hydroxyphenyl)-1-methylpyridin-2(1H)-one [C@H]12CC(C[C@H](CCC1)N2)N(C2=CC=C(N=N2)C2=C(C=C(C=C2)C2=CC(N(C=C2)C)=O)O)C